C1(=CC=CC=C1)C1=CC(=NC(=C1)C1=CC=C(C=C1)O)C1=CC=C(C=C1)O 4,4'-(4-phenylpyridine-2,6-diyl)diphenol